6-bromo-4-chloro-1,2-benzothiazol-3-amine BrC1=CC2=C(C(=NS2)N)C(=C1)Cl